5-(4-(4-(4-aminophenyl)-6-morpholinyl-1,3,5-triazin-2-yl)piperazin-1-yl)-N-hydroxyvaleramide NC1=CC=C(C=C1)C1=NC(=NC(=N1)N1CCOCC1)N1CCN(CC1)CCCCC(=O)NO